BrC1=CC=C(S1)S(=O)(=O)NC(C(F)(F)F)C1=CC=C(C=C1)F 5-bromo-N-(2,2,2-trifluoro-1-(4-fluorophenyl)ethyl)thiophene-2-sulfonamide